O.O.C([C@H](O)C)(=O)[O-].[Mg+2].C([C@H](O)C)(=O)[O-] magnesium D-lactate dihydrate